N1CCC(CC1)C1=CC=2C(=NC=CN2)N(C1=O)CC1=C(C=CC=C1)C(F)(F)F 7-(piperidin-4-yl)-5-(2-(trifluoromethyl)benzyl)pyrido[2,3-b]pyrazin-6(5H)-one